C(CC(C)C)C(=O)O.C(CC(C)C)C(=O)O.C(C(C)C)C(=O)O.C(=O)OCC(C)C isobutyl formate (Isobutyl formate) isoamyl-formate (Isoamyl-formate)